(3R,6S)-6-[5-(4-chlorophenyl)-1,3,4-oxadiazol-2-yl]oxan ClC1=CC=C(C=C1)C1=NN=C(O1)[C@@H]1CCCCO1